4-[[4-(2-furylmethyl)-5-(1H-indol-3-yl)-1,2,4-triazol-3-yl]sulfanyl]benzenecarbohydroxamic acid O1C(=CC=C1)CN1C(=NN=C1C1=CNC2=CC=CC=C12)SC1=CC=C(C=C1)C(=O)NO